BrC=1C(=CC(=C(N)C1)C)OC1=C(C=C(C=C1)Cl)F 5-bromo-4-(4-chloro-2-fluorophenoxy)-2-methylaniline